bismuth ethanesulphonate C(C)S(=O)(=O)[O-].[Bi+3].C(C)S(=O)(=O)[O-].C(C)S(=O)(=O)[O-]